CC1=C(C(=O)OC(CNC(CC2=CC=C(C=C2)OC)C)C2=CC(=C(C=C2)O)N)C=C(C(=C1C=O)O)OC 1-(3-amino-4-hydroxyphenyl)-2-[[2-(4-methoxyphenyl)-1-methylethyl]amino]ethanol methyl-3-formyl-4-hydroxy-5-methoxybenzoate